ClC=1C(=NC(=C(C1)F)C1=C(C=C(C=C1)OC(F)F)Cl)C(=O)OC Methyl 3-chloro-6-(2-chloro-4-(difluoromethoxy) phenyl)-5-fluoropicolinate